1-methylsulfonyl-1H-pyrazole CS(=O)(=O)N1N=CC=C1